2-(N-[4-Amino-5-[4-[2-oxo-2-(1-phenylethylamino)ethoxy]benzoyl]thiazol-2-yl]-4-fluoroanilino)propanamid NC=1N=C(SC1C(C1=CC=C(C=C1)OCC(NC(C)C1=CC=CC=C1)=O)=O)N(C1=CC=C(C=C1)F)C(C(=O)N)C